C(C)(C)(C)NC(=O)C1=CC=C(C=C1)C(=O)NC(C)(C)C N,N'-bis(tert-butyl)-1,4-benzenedicarboxamide